2-acetamido-2,6-dideoxy-L-talose C(C)(=O)N[C@@H](C=O)[C@H](O)[C@H](O)[C@@H](O)C